3,6'-dibromo-6-(4-chloro-1H-pyrazol-1-yl)-[2,2'-bipyridine]-4-amine BrC=1C(=NC(=CC1N)N1N=CC(=C1)Cl)C1=NC(=CC=C1)Br